ClC1=C(C=CC(=N1)C(=O)N(C)OC)F 6-chloro-5-fluoro-N-methoxy-N-methylpyridinecarboxamide